5-chloro-1'-(2-{[6-(1,2-dihydroxypropan-2-yl)-5-(trifluoromethyl)pyridin-3-yl]oxy}ethyl)-1,2-dihydrospiro[indole-3,4'-piperidin]-2-one ClC=1C=C2C(=CC1)NC(C21CCN(CC1)CCOC=1C=NC(=C(C1)C(F)(F)F)C(CO)(C)O)=O